BrC=1C=C(C(=NC1)OC)S(=O)(=O)C 5-bromo-2-methoxy-3-(methylsulfonyl)pyridine